N-[9-[(2R,4R,5R)-5-[[bis(4-methoxyphenyl)-phenyl-methoxy]methyl]-4-hydroxytetrahydrofuran-2-yl]purin-6-yl]benzamide COC1=CC=C(C=C1)C(OC[C@@H]1[C@@H](C[C@@H](O1)N1C2=NC=NC(=C2N=C1)NC(C1=CC=CC=C1)=O)O)(C1=CC=CC=C1)C1=CC=C(C=C1)OC